7-(acetyloxy)-2-chloro-5H,6H,7H-cyclopenta[d]pyrimidine-4-carboxylic acid C(C)(=O)OC1CCC2=C1N=C(N=C2C(=O)O)Cl